(1S,3R,5R,7S)-3-((4-iodo-5-methyl-1H-pyrazol-1-yl)methyl)adamantane-1-carboxylic acid IC=1C=NN(C1C)CC12CC3(C[C@@H](C[C@H](C1)C3)C2)C(=O)O